C1(CC1)C1=C(C=CC=C1CC(=O)N[C@H]1C(CCC[C@@H]1OC1CCN(CC1)C(C)C)(F)F)C1=CC(=CC=C1)OC 2-(2-cyclopropyl-3'-methoxy-[1,1'-biphenyl]-3-yl)-N-((1R,6S)-2,2-difluoro-6-((1-isopropylpiperidin-4-yl)oxy)cyclohexyl)acetamide